6-(2,4-dimethoxypyrimidin-5-yl)-8-((1S,2S)-2-(1-(2,2,2-trifluoroethyl)-3-(trifluoromethyl)-1H-pyrrolo[2,3-b]pyridin-6-yl)cyclopropyl)imidazo[1,2-b]pyridazine COC1=NC=C(C(=N1)OC)C=1C=C(C=2N(N1)C=CN2)[C@@H]2[C@H](C2)C2=CC=C1C(=N2)N(C=C1C(F)(F)F)CC(F)(F)F